Fluoro-SILICATE [Si]([O-])([O-])([O-])F